ClC1=C(C=CC(=N1)NC(=O)[C@@H]1[C@@H]2C[C@H]([C@H]([C@H]1C1=CC(=CC=C1)C(F)(F)F)O2)O)C(F)(F)F (1S,2S,3R,4S,5R)-N-(6-chloro-5-(trifluoromethyl)pyridin-2-yl)-5-hydroxy-3-(3-(trifluoromethyl)phenyl)-7-oxabicyclo[2.2.1]heptane-2-carboxamide